((1R,4R,7R)-7-amino-2-azabicyclo[2.2.1]hept-2-yl)(1-ethyl-2-(3-ethyl-1-(3-methoxypropyl)-2,3-dihydro-1H-pyrrolo[1,2,3-de]quinoxalin-5-yl)-7-fluoro-1H-benzo[d]imidazol-5-yl)methanone N[C@H]1[C@@H]2N(C[C@H]1CC2)C(=O)C2=CC1=C(N(C(=N1)C1=CC=3C=4N1C(CN(C4C=CC3)CCCOC)CC)CC)C(=C2)F